ClC1=CC=C(C=C1)N1N=CC2=C1N=CN(C2=O)CC2(CCN(CC2)C(=O)C2=CC(=CC=C2)OCCN(C)C)O 1-(4-chlorophenyl)-5-[[1-([3-[2-(dimethylamino)ethoxy]phenyl]carbonyl)-4-hydroxypiperidin-4-yl]methyl]-1H,4H,5H-pyrazolo[3,4-d]pyrimidin-4-one